N[C@@H]1[C@@H](OCC12CCN(CC2)C=2C(=NC(=CN2)SC2=CC=NC1=C2OC[C@@H]2N1C[C@@H](C2)OC)CO)C (3-((3S,4S)-4-amino-3-methyl-2-oxa-8-azaspiro[4.5]decan-8-yl)-6-(((6aR,8R)-8-methoxy-6a,7,8,9-tetrahydro-6H-pyrido[3,2-b]pyrrolo[1,2-d][1,4]oxazin-4-yl)thio)pyrazin-2-yl)methanol